C(C)(C)(C)NN(C(CN1N=CC(=C1)F)=O)C1=C(C=C(C=C1C)C(F)(F)F)C tert-butyl-2-[2,6-dimethyl-4-(trifluoromethyl)phenyl]-2-[2-(4-fluoro-1H-pyrazol-1-yl)acetyl]hydrazine